C(C1=CC=CC=C1)[C@H](NC([C@@H](NC([C@@H](NC(OCC1C2=CC=CC=C2C=2C=CC=CC12)=O)CC(C)C)=O)CCC(C=[N+]=[N-])=O)=O)C(NCCOCCOCCOCCOCCC(=O)OCC=C)=O Allyl (5S,8S,11S)-11-benzyl-8-(4-diazo-3-oxobutyl)-1-(9H-fluoren-9-yl)-5-isobutyl-3,6,9,12-tetraoxo-2,16,19,22,25-pentaoxa-4,7,10,13-tetraazaoctacosan-28-oate